rel-2-((6S,7R)-2-acetyl-6-methyl-2-azaspiro[3.5]nonan-7-yl)-6-cyclopropoxy-N-(pyrazolo[1,5-c]pyrimidin-3-yl)-2H-indazole-5-carboxamide C(C)(=O)N1CC2(C1)C[C@@H]([C@@H](CC2)N2N=C1C=C(C(=CC1=C2)C(=O)NC=2C=NN1C=NC=CC12)OC1CC1)C |o1:8,9|